2-fluoro-5-(methylsulfonyl)aniline FC1=C(N)C=C(C=C1)S(=O)(=O)C